C(C)O[C@H](C(=O)N[C@H]1C2=C(C3=C(N(C1=O)CCO)C=CC=C3)C=CC=C2)C(=O)NCC(C(F)(F)F)(F)F |o1:3| (S or R)-2-Ethoxy-N-[(S)-5-(2-hydroxy-ethyl)-6-oxo-6,7-dihydro-5H-dibenzo[b,d]azepin-7-yl]-N'-(2,2,3,3,3-pentafluoro-propyl)malonamide